(S)-2-isopropyl-5-carbonylhexanal C(C)(C)[C@@H](C=O)CCC(C)=C=O